(-)-dipyridylmethyltartaric acid amide N1=C(C=CC=C1)C(C1=NC=CC=C1)C(C(=O)N)(O)C(O)C(=O)O